4-(2-(2-Methoxyethoxy)ethoxy)-N-phenylaniline COCCOCCOC1=CC=C(NC2=CC=CC=C2)C=C1